heptene azide [N-]=[N+]=[N-].C=CCCCCC